(1R,2S,3R,5S)-3-(4-amino-7H-pyrrolo[2,3-d]pyrimidin-7-yl)-5-(2-(2-cyclopropyl-2,3-dihydro-1H-pyrazolo[3,4-b]quinolin-7-yl)ethyl)cyclopentane-1,2-diol NC=1C2=C(N=CN1)N(C=C2)[C@H]2[C@@H]([C@@H]([C@H](C2)CCC2=CC=C1C=C3C(=NC1=C2)NN(C3)C3CC3)O)O